N-[2-(5-chloro-1,3-benzoxazol-2-yl)-3,3a,4,5,6,6a-hexahydro-1H-cyclopenta[c]pyrrol-5-yl]-5-(trifluoromethyl)furan-2-carboxamide ClC=1C=CC2=C(N=C(O2)N2CC3C(C2)CC(C3)NC(=O)C=3OC(=CC3)C(F)(F)F)C1